ClC=1C=C(C=C(C1)F)C(=O)N1CC2=CC(=CC=C2C(C1)(C)C)N1CCN(CC1)C1CCCC1 (3-chloro-5-fluorophenyl)(7-(4-cyclopentylpiperazin-1-yl)-4,4-dimethyl-3,4-dihydroisoquinolin-2(1H)-yl)methanone